4-(1-(1-propenylpiperidin-3-yl)-5-aminoimidazo[1,5-c]pyrimidin-3-yl)-2-cyano-N-(4-cyclopropylpyridin-2-yl)benzamide C(=CC)N1CC(CCC1)C=1N=C(N2C(=NC=CC21)N)C2=CC(=C(C(=O)NC1=NC=CC(=C1)C1CC1)C=C2)C#N